NC=1C(=NC(=NC1C1=C(C(=CC=C1C)OC)C)C=1C(=NC=C(C1)F)NC1=NC(=CC=C1F)C)C(=O)OCC ethyl 5-amino-2-[5-fluoro-2-[(3-fluoro-6-methyl-2-pyridyl)amino]-3-pyridyl]-6-(3-methoxy-2,6-dimethyl-phenyl)pyrimidine-4-carboxylate